(E)-2-methyleneocta-4,7-dienoic acid C=C(C(=O)O)C\C=C\CC=C